NCC=1C=C(C=CC1)C1=C2C=CNC2=CC=C1 4-(3-(aminomethyl)phenyl)-1H-indole